2-[2-(methoxymethyl)phenyl]-4-(trifluoro-methyl)piperidine COCC1=C(C=CC=C1)C1NCCC(C1)C(F)(F)F